4-phenyl-2-(4-(1,2,4,5-tetrahydro-3H-benzo[d]azepin-3-yl)butyl)pyridazin-3(2H)-one C1(=CC=CC=C1)C=1C(N(N=CC1)CCCCN1CCC2=C(CC1)C=CC=C2)=O